(S)-isopropyl-(4-methylphenyl)(2-(pyridin-2-yl)ethyl)phosphorus oxide C(C)(C)[P@@](CCC1=NC=CC=C1)(C1=CC=C(C=C1)C)=O